The molecule is an alpha-amino-acid anion that is the conjugate base of N(3)-fumaroyl-(S)-2,3-diaminopropanoic acid; major species at pH 7.3. It is a conjugate base of a N(3)-fumaroyl-(S)-2,3-diaminopropanoic acid. C([C@@H](C(=O)[O-])[NH3+])NC(=O)/C=C/C(=O)[O-]